CN1N=C(C=C(C1=O)N1CCOCC1)C1=NN(C2=CC=C(C=C12)SC)C1OCCCC1 2-Methyl-6-(5-(methylthio)-1-(tetrahydro-2H-pyran-2-yl)-1H-indazol-3-yl)-4-morpholinopyridazin-3(2H)-one